C(C)(C)(C)OC(NCC1=NOC(=N1)[C@H]1N(CCCC1)S(=O)(=O)C1CCCCC1)=O (S)-((5-(1-(cyclohexylsulfonyl)piperidin-2-yl)-1,2,4-oxadiazol-3-yl)methyl)carbamic acid tert-butyl ester